FC=1C=C(C=CC1F)C1=CN=C(N1)C1N(CCCC1)C(C(C=C)C)=O 1-(2-(5-(3,4-difluorophenyl)-1H-imidazol-2-yl)piperidin-1-yl)-2-methylbutan-3-en-1-one